ethyl (S)-3-amino-3-(4-fluoro-2',6'-dimethyl-5-(trifluoromethyl)-[1,1'-biphenyl]-3-yl)propanoate hydrochloride Cl.N[C@@H](CC(=O)OCC)C=1C=C(C=C(C1F)C(F)(F)F)C1=C(C=CC=C1C)C